(2-(dimethylamino)ethyl)-5-(1,2-dithiolan-3-yl)pentanamide CN(CCC(C(=O)N)CCCC1SSCC1)C